C(=O)O.C1(CC1)C1=C(C=CC=C1)N1CC(C1)C1=CC(=C(CN2CCC(CC2)C(=O)O)C(=C1)C)C 1-(4-(1-(2-cyclopropylphenyl)azetidin-3-yl)-2,6-dimethylbenzyl)piperidine-4-carboxylic acid formate salt